2-(2-{5-[(1R,4R,7R)-7-Amino-2-azabicyclo[2.2.1]heptane-2-carbonyl]-7-methoxy-1-methyl-1H-1,3-benzodiazol-2-yl}-1-(cyclopropylmethyl)-1H-pyrrolo[2,3-b]pyridin-6-yl)propan-2-ol N[C@H]1[C@@H]2N(C[C@H]1CC2)C(=O)C2=CC1=C(N(C(=N1)C1=CC=3C(=NC(=CC3)C(C)(C)O)N1CC1CC1)C)C(=C2)OC